(S)-5-chloro-2-fluoro-4-((1-(isoquinolin-8-yl)ethyl)amino)-N-(thiazol-2-yl)benzenesulfonamide ClC=1C(=CC(=C(C1)S(=O)(=O)NC=1SC=CN1)F)N[C@@H](C)C=1C=CC=C2C=CN=CC12